4-(pentafluoro-λ6-sulfaneyl)phenol FS(C1=CC=C(C=C1)O)(F)(F)(F)F